1,1'-binaphthyl-diamine C1(=C(C(=CC2=CC=CC=C12)N)N)C1=CC=CC2=CC=CC=C12